C(C=C)N1N(C2=NC(=NC=C2C1=O)SC)C1=NC(=CC(=C1)OCOC)C(C)(C)O 2-allyl-1-(6-(2-hydroxypropan-2-yl)-4-(methoxymethoxy)pyridin-2-yl)-6-methylthio-1,2-Dihydro-3H-pyrazolo[3,4-d]pyrimidin-3-one